(Z)-3-(3-(3,5-bis(trifluoromethyl)phenyl)-1H-1,2,4-triazol-1-yl)-N'-(pyridin-4-yl)acrylohydrazide-HCl salt Cl.FC(C=1C=C(C=C(C1)C(F)(F)F)C1=NN(C=N1)\C=C/C(=O)NNC1=CC=NC=C1)(F)F